(R)-3-[2-[3-(4-aminoquinazolin-6-yl)phenyl]ethynyl]-3-hydroxy-1-methyl-pyrrolidin-2-one NC1=NC=NC2=CC=C(C=C12)C=1C=C(C=CC1)C#C[C@]1(C(N(CC1)C)=O)O